ClC=1C(=NC(=NC1)NC1CCC(CC1)O)C=1N=NN(C1CC1CC1)C (1r,4r)-4-((5-Chloro-4-(5-(cyclopropylmethyl)-1-methyl-1H-1,2,3-triazol-4-yl)pyrimidin-2-yl)amino)cyclohexan-1-ol